C(C)(C)(C)OC(=O)N(C=1C=C(C(=NC1)C1=C(C=NN1CC)C(=O)O)F)CC 5-(5-((tert-Butoxycarbonyl)(ethyl)amino)-3-fluoropyridin-2-yl)-1-ethyl-1H-pyrazole-4-carboxylic acid